CC1(C2=CC=CC=C2C=2C=CC(=CC12)N(C1=CC=C2C(CC(C2=C1)(C)C1=CC=C(C=C1)N(C1=CC=2C(C3=CC=CC=C3C2C=C1)(C)C)C1=CC=2C(C3=CC=CC=C3C2C=C1)(C)C)(C)C)C1=CC=2C(C3=CC=CC=C3C2C=C1)(C)C)C N-(4-(6-(bis(9,9-dimethyl-9H-fluorene-2-yl)amino)-1,3,3-trimethyl-2,3-dihydro-1H-inden-1-yl)phenyl)-N-(9,9-dimethyl-9H-fluorene-2-yl)-9,9-dimethyl-9H-fluorene-2-amine